2-(2-methoxy-3-pyridyl)-9-[[4-[1-methyl-4-(trifluoromethyl)imidazol-2-yl]phenyl]methyl]-7-(2,2,2-trifluoroethyl)purin-8-imine COC1=NC=CC=C1C1=NC=C2N(C(N(C2=N1)CC1=CC=C(C=C1)C=1N(C=C(N1)C(F)(F)F)C)=N)CC(F)(F)F